2-((2-Acetyl-4-chlorophenyl)amino)-2-oxoethyl acetate 2-Chloro-2-oxoethyl-acetate ClC(CCC(=O)O)=O.C(C)(=O)OCC(=O)NC1=C(C=C(C=C1)Cl)C(C)=O